N-((7R)-2-Cyano-2-azabicyclo[2.2.1]heptan-7-yl)-4-(4-(4-fluorophenoxy)pyridin-3-yl)benzamid C(#N)N1C2CCC(C1)[C@H]2NC(C2=CC=C(C=C2)C=2C=NC=CC2OC2=CC=C(C=C2)F)=O